4-methoxy-5,6,7,8-tetrahydropyrido[3,4-d]pyrimidine hydrochloride Cl.COC=1C2=C(N=CN1)CNCC2